3-methoxy-6-methyl-aniline COC=1C=C(N)C(=CC1)C